NCC1(C[C@@H]2[C@@H](CN(C2)C2=CN=C(C(=N2)N)C2=C(C(=CC=C2)Cl)Cl)C1)C 6-((3aR,5s,6aS)-5-(aminomethyl)-5-methylhexahydrocyclopenta[c]pyrrol-2(1H)-yl)-3-(2,3-dichlorophenyl)pyrazin-2-amine